FC1(CC1)CNC(=O)C1=C(OC2=C1C=C(C=C2)OCC2=CN=C(S2)C)C N-((1-fluorocyclopropyl)methyl)-2-methyl-5-((2-methylthiazol-5-yl)methoxy)benzofuran-3-carboxamide